(R)-2-amino-5-(2-chloro-4-(2-(3,5-difluorophenyl)-2-hydroxyacetamido)phenyl)-N-isopropylnicotinamide NC1=C(C(=O)NC(C)C)C=C(C=N1)C1=C(C=C(C=C1)NC([C@H](O)C1=CC(=CC(=C1)F)F)=O)Cl